BrC1=CC=2N(C(=C1NC(=O)C1=CC(=NN1C1=NC=CC=C1Cl)Br)C(=O)NCC1CC1)N=CC2 5-bromo-6-(3-bromo-1-(3-chloropyridin-2-yl)-1H-pyrazole-5-carboxamido)-N-(cyclopropylmethyl)pyrazolo[1,5-a]pyridine-7-carboxamide